CC1=C(C=CC(=C1)C)C[C@H](CCN1C(C2=CC=CC=C2C1=O)=O)NC(OC(C)(C)C)=O |r| tert-butyl N-[rac-1-[(2,4-dimethylphenyl)methyl]-3-(1,3-dioxoisoindolin-2-yl)propyl]carbamate